8-((1R,4R)-4-hydroxycyclohexyl)-5-methyl-2-((7-methyl-[1,2,4]triazolo[1,5-a]pyridine-6-yl)amino)pyrido[2,3-d]pyrimidin-7(8H)-one OC1CCC(CC1)N1C(C=C(C2=C1N=C(N=C2)NC=2C(=CC=1N(C2)N=CN1)C)C)=O